C(N)(OC(C1=C(N=C(NC1=O)C)SC)C(C)(C)C)=O tert-butyl((2-methyl-4-(methylthio)-6-oxo-1,6-dihydropyrimidin-5-yl) methyl) carbamate